(5-(1-(difluoromethyl)-1H-pyrazol-3-yl)-1,3,4-oxadiazol-2-yl)methanone FC(N1N=C(C=C1)C1=NN=C(O1)C=O)F